Methyldi(trimethylsiloxy)silylpropylglycerol methacrylate C(C(=C)C)(=O)OC(C(O)CO)CCC[Si](O[Si](C)(C)C)(O[Si](C)(C)C)C